[3-(2'-methoxy-6-oxo-1,6-dihydro-[4,5'-bipyrimidin]-2-yl)-4-(trifluoromethyl)benzyl]isobutyramide COC1=NC=C(C=N1)C=1N=C(NC(C1)=O)C=1C=C(CC(C(=O)N)(C)C)C=CC1C(F)(F)F